4-methylbenzenesulfonyl-diazomethane CC1=CC=C(C=C1)S(=O)(=O)C=[N+]=[N-]